COC1OCCC1N methoxytetrahydrofuran-3-amine